1-(4-((4-((2-fluoro-4-((2-(3-methoxy-3-methylazetidin-1-yl)pyridin-4-yl)oxy)phenyl)amino)-7-methoxyquinazolin-6-yl)amino)piperidin-1-yl)prop-2-en-1-one FC1=C(C=CC(=C1)OC1=CC(=NC=C1)N1CC(C1)(C)OC)NC1=NC=NC2=CC(=C(C=C12)NC1CCN(CC1)C(C=C)=O)OC